C1(=CC=C2C=C3C=CC=C3C=C12)C1=CC=C2C=C3C=CC=C3C=C12 bis-indacenyl